COC(C1=C(C=CC=C1)C1C(C1)C(=O)OC(C)(C)C)=O (2-(tert-butoxycarbonyl)cyclopropyl)benzoic acid methyl ester